NC1=CC(=C2NC(CCCCCC(C3=NN=C(C1=N2)O3)O)(C)C)C(F)(F)F 17-amino-12,12-dimethyl-15-(trifluoromethyl)-19-oxa-3,4,13,18-tetrazatricyclo[12.3.1.12,5]nonadeca-1(18),2,4,14,16-pentaen-6-ol